NCC(=O)N1C2=C(OCC1)C=CC(=C2)C=2N=C(NC2C2=CC(=NC=C2)C)N 2-Amino-1-(6-(2-amino-5-(2-methylpyridin-4-yl)-1H-imidazol-4-yl)-2,3-dihydro-4H-benzo[b][1,4]oxazin-4-yl)ethan-1-one